P(=O)(OCCCCCCCCCCCCCC)(OCCCO)[O-] tetradecyl hydroxypropyl phosphate